COC(N[C@H]1C[C@@H](CC1)N1C(N(C=2C1=C1C(=NC2)N(C(=C1C=1C=C2C=NN(C2=CC1)C(C)C)C1=CC=C(C=C1)C=O)S(=O)(=O)C1=CC=CC=C1)C)=O)=O methyl((1R,3R)-3-(7-(4-formylphenyl)-8-(1-isopropyl-1H-indazol-5-yl)-3-methyl-2-oxo-6-(phenylsulfonyl)-3,6-dihydroimidazo[4,5-d]pyrrolo[2,3-b]pyridin-1(2H)-yl)cyclopentyl)carbamate